(±)-5-Chloro-1-(oxetan-3-yl)-N-(tetrahydrofuran-3-yl)-1H-pyrazolo[4,3-b]pyridin-7-amine ClC1=CC(=C2C(=N1)C=NN2C2COC2)N[C@H]2COCC2 |r|